C(C)(C)OCCN1C(NC(C2=C1C(=CN2)C)=O)=S 1-(2-Isopropoxyethyl)-2-thioxo-7-methyl-1,2,3,5-tetrahydro-4H-pyrrolo[3,2-d]pyrimidin-4-one